ClC=1C(=C(C=CC1)C1=CC=C(C=C1)N1C(C(CC1)(C)C)=O)O chloro-4'-(3,3-dimethyl-2-oxopyrrolidin-1-yl)-2-hydroxy-[1,1'-biphenyl]